4-(6-(6-(2-(5-Fluoropyridin-2-yl)acetyl)-3,6-diazabicyclo[3.1.1]hept-3-yl)pyridin-3-yl)-6-(2-hydroxy-2-methylpropyloxy)pyrazolo[1,5-a]pyridine-3-carbonitrile FC=1C=CC(=NC1)CC(=O)N1C2CN(CC1C2)C2=CC=C(C=N2)C=2C=1N(C=C(C2)OCC(C)(C)O)N=CC1C#N